N-(2,2-dimethylcyclobutyl)-3-methoxy-6-(thiazol-2-ylamino)pyridine-2-carboxamide CC1(C(CC1)NC(=O)C1=NC(=CC=C1OC)NC=1SC=CN1)C